1-[(6-{5-Azaspiro[2.3]hex-5-yl}-2-(difluoromethyl)pyridin-3-yl)methyl]-1H-pyrazole-4-carboxylic acid ethyl ester C(C)OC(=O)C=1C=NN(C1)CC=1C(=NC(=CC1)N1CC2(CC2)C1)C(F)F